C(C)N(CCNC(=O)C=1C2=C(NC1C)\C(\CC2(C)C)=C\2/C(NC1=CC=C(C=C21)F)=O)CC (Z)-N-(2-(diethylamino)ethyl)-6-(5-fluoro-2-oxoindolin-3-ylidene)-2,4,4-trimethyl-1,4,5,6-tetrahydrocyclopenta[b]pyrrole-3-carboxamide